FC(C(=O)O)(F)F.NCC(=O)N1C=2N(CCC1)N=CC2 2-amino-1-(6,7-dihydropyrazolo[1,5-a]pyrimidin-4(5H)-yl)ethan-1-one trifluoroacetic acid salt